Cl.Cl.N1=CC(=CC=C1)S(=O)(=O)N pyridine-3-sulfonamide dihydrochloride